N-methyl-1-(1,2-oxazol-3-yl)cyclopropan-1-amine CNC1(CC1)C1=NOC=C1